6-(3-(4-amino-3-(4-phenoxyphenyl)-1H-pyrazolo[3,4-d]pyrimidin-1-yl)pyrrolidin-1-yl)-N-(2-aminophenyl)hexanamide NC1=C2C(=NC=N1)N(N=C2C2=CC=C(C=C2)OC2=CC=CC=C2)C2CN(CC2)CCCCCC(=O)NC2=C(C=CC=C2)N